C(C1=CC=CC=C1)(C1=CC=CC=C1)=NC=1C=C(C=C2C=C(N=CC12)NC(=O)[C@H]1[C@@H](C1)C#N)C=1C=NN(C1C(C)C)C |r| (±)-trans-N-[8-(benzhydrylideneamino)-6-(5-isopropyl-1-methyl-pyrazol-4-yl)-3-isoquinolyl]-2-cyano-cyclopropanecarboxamide